tert-butyl (15-(4-(2-(5-(3,5-dimethylisoxazol-4-yl)-1-(2-morpholinoethyl)-1H-benzo[d]imidazol-2-yl)ethyl)phenoxy)-12-oxo-3,6,9-trioxa-13-azapentadecyl)carbamate CC1=NOC(=C1C1=CC2=C(N(C(=N2)CCC2=CC=C(OCCNC(CCOCCOCCOCCNC(OC(C)(C)C)=O)=O)C=C2)CCN2CCOCC2)C=C1)C